5-(4-(5-(5-ethyl-6-methoxypyridin-2-yl)tetrahydrofuran-3-yl)piperazin-1-yl)-6-fluoro-N-methylpicolinamide C(C)C=1C=CC(=NC1OC)C1CC(CO1)N1CCN(CC1)C=1C=CC(=NC1F)C(=O)NC